BrC=1C=C2C(=CC(N(C2=NC1)C1CC(C1)(C)O)=O)C(F)(F)F 6-bromo-1-[(cis)-3-hydroxy-3-methylcyclobutyl]-4-(trifluoromethyl)-1,2-dihydro-1,8-naphthyridin-2-one